2-(2'-hydroxy-5'-acryloyloxyethylphenyl)-2H-benzotriazole OC1=C(C=C(C=C1)CCOC(C=C)=O)N1N=C2C(=N1)C=CC=C2